C(CC)NP(N)(N)=S N-(n-propyl)thiophosphoric acid tri-amide